ClC=1C=C(C=CC1OC(C)C)C1=NC(=NO1)N1C=CC2=CC=CC=C12 1-(5-(3-chloro-4-isopropoxyphenyl)-1,2,4-oxadiazol-3-yl)-1H-indole